CS(=O)(=N)C DIMETHYL-SULFOXIMINE